boc-DL-3-trifluoromethylphenylalanine C(=O)(OC(C)(C)C)N[C@H](CC1=CC(=CC=C1)C(F)(F)F)C(=O)O |r|